C(O)(O)=O.C(C)OC=1C(C(=O)O)=CC=CC1.C(C)OC=1C(C(=O)O)=CC=CC1 Di-(ethyl salicylate) carbonate